(1H-benzimidazol-5-ylamino)[4-(5-cyclopropyl-1,2,4-oxadiazol-3-yl)phenyl]acetonitrile N1C=NC2=C1C=CC(=C2)NC(C#N)C2=CC=C(C=C2)C2=NOC(=N2)C2CC2